C1(C2=CC(C(=O)OCCO1)=CC=C2)=O ETHYLENE ISOPHTHALATE